Cbz-phenyl-glycine C(=O)(OCC1=CC=CC=C1)N(CC(=O)O)C1=CC=CC=C1